[Sn].[W] Tungsten-tin